OC=1C(C=C(OC1)CN1C(C2=CC=C(C=C2C1=O)C(F)(F)F)=O)=O ((5-hydroxy-4-oxo-4H-pyran-2-yl)methyl)-5-(trifluoromethyl)isoindoline-1,3-dione